NC1=C(C2=C([C@H](N(CC2)C(=O)OC(C)(C)C)C)S1)C=1SC2=C(C=NC=C2)N1 tert-Butyl (R)-2-amino-7-methyl-3-(thiazolo[4,5-c]pyridin-2-yl)-4,7-dihydrothieno[2,3-c]pyridine-6(5H)-carboxylate